1-(4-(benzylamino)-7-(((tetrahydrofuran-3-yl)amino)methyl)pyrrolo[2,1-f][1,2,4]triazin-2-yl)-2-methyl-1H-indole-4-carboxamide C(C1=CC=CC=C1)NC1=NC(=NN2C1=CC=C2CNC2COCC2)N2C(=CC=1C(=CC=CC21)C(=O)N)C